C(C)(C)(C)OC(CNCCCC1=NC2=C(C(=CC=C2C(=C1)C=1C=NN(C1)C(=O)OC(C)(C)C)Cl)Cl)=O tertbutyl 4-(2-(3-((2-(tert-butoxy)-2-oxoethyl)amino)propyl)-7,8-dichloroquinolin-4-yl)-1H-pyrazole-1-carboxylate